heptadecan-9-yl 2-methyl-12-((9Z,12Z)-octadeca-9,12-dien-1-yl)-7-oxo-8-oxa-2,6,12-triazaicosan-20-oate CN(C)CCCNC(OCCCN(CCCCCCCC(=O)OC(CCCCCCCC)CCCCCCCC)CCCCCCCC\C=C/C\C=C/CCCCC)=O